CC1=CC=C(C=C1)OC1=CC=C(C=C1)C.[P] phosphorus bis(4-methylphenyl) oxide